8-(3,7-dimethylocta-2,6-dien-1-yl)-7-hydroxy-5-pentyl-2-phenyl-4H-benzo[d][1,3]dioxin-4-one CC(=CCC1=C(C=C(C2=C1OC(OC2=O)C2=CC=CC=C2)CCCCC)O)CCC=C(C)C